tert-butyl (1R,3S)-3-(isoquinoline-1-carbonyloxy)-1-[(2-methylpropan-2-sulfinyl) amino]-8-azaspiro[4.5]decane-8-carboxylate C1(=NC=CC2=CC=CC=C12)C(=O)O[C@@H]1C[C@H](C2(C1)CCN(CC2)C(=O)OC(C)(C)C)NS(=O)C(C)(C)C